3-phenyl-1-(2,6-dimethylphenyl)-3,4-dihydro-1H-benzopyrano[4,3-d]pyrimidine-5(2H)-one C1(=CC=CC=C1)N1CN(C2=C(C1)C(OC1=C2C=CC=C1)=O)C1=C(C=CC=C1C)C